6-bromo-1-hydroxy-2,3,1-benzoxazaborinine BrC=1C=CC2=C(C=NOB2O)C1